diphenylbutylcarbamate C1(=CC=CC=C1)C(CCCNC([O-])=O)C1=CC=CC=C1